C(N1C=2C=3C=CN=C(CCCCC(C(NC2C=N1)=O)C)C3)([2H])([2H])[2H] 3-(2H3)Methyl-9-methyl-3,4,7,15-tetraazatricyclo[12.3.1.02,6]Octadeca-1(18),2(6),4,14,16-pentaen-8-one